6-(Benzhydrylthio)-9-(4-(4,4,5,5-tetramethyl-1,3,2-dioxaborolan-2-yl)benzyl)-9H-purine C(C1=CC=CC=C1)(C1=CC=CC=C1)SC1=C2N=CN(C2=NC=N1)CC1=CC=C(C=C1)B1OC(C(O1)(C)C)(C)C